Cyano-acetic acid C(#N)CC(=O)O